5-phenylpicolinamide C1(=CC=CC=C1)C=1C=CC(=NC1)C(=O)N